C(C)(=O)OC1=C(C=C(C(=C1)F)F)F (2,4,5-trifluorophenyl) acetate